C(C)(C)(C)[O-] tert-butyl alcoholate